C(C)(C)(C)OC(=O)N[C@H](C(=O)NC1=CC=C(C=C1)C=1C(=[N+](C=CC1Cl)[O-])C)C1CCC(CC1)C(F)(F)F 3-(4-((S)-2-((tert-butoxycarbonyl)amino)-2-((1r,4S)-4-(trifluoromethyl)cyclohexyl)acetamido)phenyl)-4-chloro-2-methylpyridine 1-oxide